(1R)-N-[2-(4,6-dimethoxypyrimidin-5-yl)-1-methylpyrrolo[2,3-c]pyridin-5-yl]-2,2-difluorocyclopropane-1-carboxamide COC1=NC=NC(=C1C1=CC=2C(=CN=C(C2)NC(=O)[C@@H]2C(C2)(F)F)N1C)OC